C(C)(=O)N1CCN(CC1)CC=1C=C(C=CC1)C1=NN(C2=CC=C(C=C12)C1=C2CN(C(C2=C(C=C1)N)=O)CC(=C)C(N)=O)C(=O)OC(C)(C)C tert-butyl 3-[3-[(4-acetylpiperazin-1-yl)methyl]phenyl]-5-[7-amino-2-(2-carbamoylallyl)-1-oxo-isoindolin-4-yl]indazole-1-carboxylate